3-(2-pyridyl)-5-(trifluoromethyl)pyrazol N1=C(C=CC=C1)C1=NNC(=C1)C(F)(F)F